ClC=1C=CC=2N=CN=C(C2N1)NC1=C(C(=C(C=C1)OCC1COC1)Cl)F 6-chloro-N-[3-chloro-2-fluoro-4-(oxetan-3-ylmethoxy)phenyl]pyrido[3,2-d]pyrimidin-4-amine